OCC(CO)(CO)CCCCCCC 2-hydroxymethyl-2-heptyl-1,3-propanediol